FC1(CCC(CC1)CNC=1N=CC2=C(N1)NC=C2C2=CC=1C=NC=CC1S2)F N-((4,4-difluorocyclohexyl)methyl)-5-(thieno[3,2-c]pyridin-2-yl)-7H-pyrrolo[2,3-d]pyrimidin-2-amine